(9H-fluoren-9-yl)methyl (S)-(1-amino-1-oxo-5-ureidopentan-2-yl)carbamate NC([C@H](CCCNC(=O)N)NC(OCC1C2=CC=CC=C2C=2C=CC=CC12)=O)=O